FC1=C(C(=CC=C1)F)C1=C(C=CC2=C1C(=NO2)NC(OCC(Cl)(Cl)Cl)=O)F 2,2,2-Trichloroethyl [4-(2,6-difluorophenyl)-5-fluoro-1,2-benzoxazol-3-yl]carbamate